C(C)(C)(C)C=1C=C(C=C(C1)OC)C1=CC(=CC(=C1)OC)C(C)(C)C 3,3'-di-tert-butyl-5,5'-dimethoxy-1,1'-biphenyl